C(C)(=O)OC1=C(C(=CC(=C1)C)C)C(CC(=O)OC[C@]1(O[C@H](C[C@@H]1O)N1C2=NC(=NC(=C2N=C1)NC(=O)[C@@H]1OC(CC1)=O)F)C#C)(C)C ((2R,3S,5R)-2-ethynyl-5-(2-fluoro-6-((R)-5-oxotetrahydrofuran-2-carboxamido)-9H-purin-9-yl)-3-hydroxytetrahydrofuran-2-yl)methyl 3-(2-acetoxy-4,6-dimethylphenyl)-3-methylbutanoate